C(C)O[Si](CCCN=C(CC(C)C)C)(OCC)OCC 3-triethoxysilyl-N-(1,3-dimethyl-butylidene)propyl-amine